(5-bromo-6-chloropyridin-2-yl)(3,3-difluoro-4-hydroxy-1-azaspiro[4.4]nonan-1-yl)methanone BrC=1C=CC(=NC1Cl)C(=O)N1CC(C(C12CCCC2)O)(F)F